Propanol aluminum triisopropoxide CC([O-])C.CC([O-])C.CC([O-])C.[Al+3].C(CC)O